(S)-1-(2-chloro-5-fluoropyrimidin-4-yl)-N-cyclopropylpiperidine-3-carboxamide ClC1=NC=C(C(=N1)N1C[C@H](CCC1)C(=O)NC1CC1)F